CC(C)CCCCCCCCCCCCCC(=O)[O-] The molecule is a methyl-branched fatty acid anion that is the conjugate base of isoheptadecanoic acid, obtained by deprotonation of the carboxy group; major species at pH 7.3. It is a long-chain fatty acid anion, a methyl-branched fatty acid anion, a saturated fatty acid anion and a fatty acid anion 17:0. It is a conjugate base of an isoheptadecanoic acid.